(S)-1-(1-acryloylpyrrolidin-3-yl)-3-((3,5-dimethoxyphenyl)ethynyl)-5-((2-(pyrrolidin-1-yl)ethyl)amino)-1H-pyrazole-4-carboxamide C(C=C)(=O)N1C[C@H](CC1)N1N=C(C(=C1NCCN1CCCC1)C(=O)N)C#CC1=CC(=CC(=C1)OC)OC